ClC1=C(C=CC=C1)C1=CC=CC=2OC3=C(C21)C=CC=C3 (2-chlorophenyl)dibenzo[b,d]furan